CC1=C(C(=NO1)C)N1CC2=CC=NC=C2C(=C1)NC1(CC1)C 2-(dimethyl-1,2-oxazol-4-yl)-N-(1-methylcyclopropyl)pyrido[3,4-d]pyridin-4-amine